bicyclo(2.2.2)octene-2,3-dicarboxylic acid anhydride C12=C3C(C(CC1)CC2)C(=O)OC3=O